5-hydroxy-1,4-dichloro-6,7-dihydro-5H-cyclopenta[d]pyridazine OC1CCC=2C(=NN=C(C21)Cl)Cl